2-[(3R,4R)-4-[(3S)-3-(5-cyano-3-pyridinyl)isoxazolidine-2-carbonyl]-3-fluoro-1-piperidinyl]pyrimidine-4-carboxamide C(#N)C=1C=C(C=NC1)[C@H]1N(OCC1)C(=O)[C@@H]1[C@H](CN(CC1)C1=NC=CC(=N1)C(=O)N)F